[O-]S(=O)(=O)C(F)(F)F.C(C)[NH+]1C=C(C=C1)CCC 1-ethyl-3-propylpyrrolium triflate